C(C)(C)(C)OC(=O)N1C[C@H](CC1)[C@@H](C(=O)OC(C)(C)C)CC1=CC(=CC=C1)C=O (3R)-3-[(2S)-1-(tert-butoxy)-3-(3-formylphenyl)-1-oxopropane-2-yl]pyrrolidine-1-carboxylic acid tert-butyl ester